(2R,3S,5R)-5-(6-amino-2-fluoropurin-9-yl)-2-ethynyl-2-(hydroxymethyl)oxolan-3-ol NC1=C2N=CN(C2=NC(=N1)F)[C@H]1C[C@@H]([C@](O1)(CO)C#C)O